dicarboxyethyl stearyl sulfosuccinamate tetrasodium salt [Na+].[Na+].[Na+].[Na+].S(=O)(=O)([O-])C(C(=O)OCC(C(=O)[O-])C(=O)[O-])CC(=O)NCCCCCCCCCCCCCCCCCC